FC1=C(C=CC=C1)CC(C(=O)[O-])NC1=NC=CC=C1[N+](=O)[O-] 3-(2-fluorophenyl)-2-[(3-nitro-2-pyridyl)amino]propanoate